2,5-dichloro-1-[2-(trifluoromethyl)cyclopropyl]-1H-imidazole-4-carboxylic acid ClC=1N(C(=C(N1)C(=O)O)Cl)C1C(C1)C(F)(F)F